ETHYL 3-(2-FURYL)PROPANOATE O1C(=CC=C1)CCC(=O)OCC